3-hydroxy-3-(2-oxo-2-(4-propylphenyl)ethyl)-1-phenethylindol-2-one OC1(C(N(C2=CC=CC=C12)CCC1=CC=CC=C1)=O)CC(C1=CC=C(C=C1)CCC)=O